N-(2,2-dimethylpropyl)-3-methyl-3-oxetanemethylamine CC(CNCC1(COC1)C)(C)C